4-cyclobutoxypyridine-2-carboxylic acid C1(CCC1)OC1=CC(=NC=C1)C(=O)O